C(CCCCCCCCCC)C1OCCO1 2-undecyl-1,3-dioxolan